CN1N=C(C(=C1)C=O)C 1,3-dimethyl-1H-pyrazole-4-carbaldehyde